2-fluoroacrylate sodium salt [Na+].FC(C(=O)[O-])=C